ClC=1C(=NC=CC1)C(=O)NCCS(=O)(=O)C 3-chloro-N-(2-(methylsulfonyl)Ethyl)pyridinamide